N1N=NC=C1C1CN(CC1)C(=O)N1CC(C1)C1=CC=C(C=C1)C1(CC1)C(F)(F)F (+)-[3-(1H-Triazol-5-yl)pyrrolidin-1-yl]-[3-[4-[1-(trifluoromethyl)cyclopropyl]phenyl]azetidin-1-yl]methanone